BrC1=CC2=CN(N=C2C=C1CO)C (5-bromo-2-methyl-2H-indazol-6-yl)methanol